N-(tetrahydro-2H-pyran-4-yl)-5-(2-(((1-(trifluoromethyl)cyclopropyl)methyl)amino)-7H-pyrrolo[2,3-d]pyrimidin-5-yl)pyrazolo[1,5-a]pyridine-3-carboxamide O1CCC(CC1)NC(=O)C=1C=NN2C1C=C(C=C2)C2=CNC=1N=C(N=CC12)NCC1(CC1)C(F)(F)F